COC(CN1C(=CC=C1)C(=O)NC)OC (2,2-dimethoxyethyl)-N-methyl-1H-pyrrole-2-carboxamide